(2s)-2-({[(chloroacetyl)carbamoyl] oxy}methyl)pyrrolidine-1-carboxylate ClCC(=O)NC(=O)OC[C@H]1N(CCC1)C(=O)[O-]